FC(C=1C=C2CC(CC2=CC1)NC(OC(C)(C)C)=O)(F)F Tert-butyl (5-(trifluoromethyl)-2,3-dihydro-1H-inden-2-yl)carbamate